COC1=CC=C(C=C1)COC(=O)C=1C=NC(=C(C1)Cl)N1CCNCC1.CS(=O)(=O)CC=1C=NC=C(C1)C1=NN=C(N1)C(F)(F)F 3-(methanesulfonylmethyl)-5-[5-(trifluoromethyl)-4H-1,2,4-triazol-3-yl]pyridine (4-methoxyphenyl)methyl-5-chloro-6-piperazin-1-yl-pyridine-3-carboxylate